3,5-dichloro-4-((2-(4-fluoro-3,5-dichlorophenyl)-4-methylquinolin-6-yl)oxy)benzene ClC=1C=CC=C(C1OC=1C=C2C(=CC(=NC2=CC1)C1=CC(=C(C(=C1)Cl)F)Cl)C)Cl